trans-[(3S)-3-pyrazin-2-ylisoxazolidin-2-yl]-[4-([1,2,4]triazolo[1,5-a]pyridin-6-ylmethyl)cyclohexyl]methanone N1=C(C=NC=C1)[C@H]1N(OCC1)C(=O)[C@@H]1CC[C@H](CC1)CC=1C=CC=2N(C1)N=CN2